FC(C1(CC1)N1CC2=C(N=C(N=C2)C)C=C1)F 6-(1-(difluoromethyl)cyclopropyl)-2-methylpyrido[4,3-d]pyrimidin